BrC=1C=C(C=C(C1)Br)NC(=O)NC1=CC(=NC=C1)Cl 1-(3,5-dibromophenyl)-3-(2-chloropyridin-4-yl)urea